(S)-N-(2-Fluoro-5-(4-(trifluoromethyl)phenoxy)phenyl)-1-methyl-5-oxo-pyrrolidine-2-carboxamide FC1=C(C=C(C=C1)OC1=CC=C(C=C1)C(F)(F)F)NC(=O)[C@H]1N(C(CC1)=O)C